(1S,3R,4S)-2-(3-chloro-4H-thieno[3,2-b]pyrrole-5-carbonyl)-N-((R)-1-cyano-2-((R)-2-oxopyrrolidin-3-yl)ethyl)-5,5-difluoro-2-azabicyclo[2.2.2]octane-3-carboxamide ClC1=CSC2=C1NC(=C2)C(=O)N2[C@@H]1CC([C@H]([C@@H]2C(=O)N[C@H](C[C@@H]2C(NCC2)=O)C#N)CC1)(F)F